C1(CCC1)N(C(OC(C)(C)C)=O)CC1CN(CC1)C=1N=NC(=CC1)C1=C(C=C(C(=C1)F)C1=CN=C(S1)C)OC tert-butyl N-cyclobutyl-N-[(1-{6-[5-fluoro-2-methoxy-4-(2-methyl-1,3-thiazol-5-yl)phenyl]pyridazin-3-yl}pyrrolidin-3-yl)methyl]carbamate